BrC1=CC=C(CC=2C(N=C(N(C2O)[C@@H](CC)C=2C=C(C#N)C=CC2)CCCC)=O)C=C1 (S)-3-(1-(5-(4-bromobenzyl)-2-butyl-6-hydroxy-4-oxopyrimidin-1(4H)-yl)propyl)benzonitrile